C1CCC2=C(C=3CCCC3C=C12)NC(=O)NS(=O)(=O)/C=C/[C@]1(N(CCC1)C(=O)OC(C)(C)C)C tert-butyl (S,E)-2-(2-(N-((1,2,3,5,6,7-hexahydro-s-indacen-4-yl)carbamoyl)sulfamoyl)vinyl)-2-methylpyrrolidine-1-carboxylate